C1(CC1)C1=NC(=NC=C1)NC1=CC(=C(C(=O)O)C=C1F)F 4-((4-cyclopropylpyrimidin-2-yl)amino)-2,5-difluorobenzoic acid